C(C)OC=1C=C(C=O)C=C(C1O)OCC 3,5-diethoxy-4-hydroxy-benzaldehyde